methyl 2-[3,5-dibromo 2-({[3-bromo-1-(3-chloropyridin-2-yl)-1H-pyrazol-5-yl]carbonyl}amino)benzoyl]-2-ethylhydrazinecarboxylate (4-cyano-2,5-dihydrofuran-3-yl)4-methylbenzenesulfonate C(#N)C1=C(COC1)OS(=O)(=O)C1=CC=C(C=C1)C.BrC=1C(=C(C(=O)N(NC(=O)OC)CC)C=C(C1)Br)NC(=O)C1=CC(=NN1C1=NC=CC=C1Cl)Br